methyl (R)-3,3-dimethoxycyclopentane-1-carboxylate COC1(C[C@@H](CC1)C(=O)OC)OC